CN1CCN(CC1)C1=CC(C1=O)=O 4-(4-methylpiperazin-1-yl)cyclobut-3-ene-1,2-dione